N(N)C(=O)C=1C=CC(=NC1)N1CCN(CC1)C(=O)OC(C)(C)C Tert-butyl 4-(5-(hydrazinecarbonyl)pyridin-2-yl)piperazine-1-carboxylate